5-(2-methoxy-6-methylpyridin-4-yl)-2-{3-[(3S)-3-(prop-2-yl)piperazin-1-yl]-1,2,4-triazin-6-yl}phenol COC1=NC(=CC(=C1)C=1C=CC(=C(C1)O)C1=CN=C(N=N1)N1C[C@@H](NCC1)C(C)C)C